Cl.FC=1C=C(C=CC1)[C@H](CNC(CC1CCC(CC1)S(=O)(=O)N(C)C)(C)C)O (1S,4s)-4-(2-(((R)-2-(3-fluorophenyl)-2-hydroxyethyl)amino)-2-methyl-propyl)-N,N-dimethylcyclohexane-1-sulfonamide hydrochloride